Pentamethylenglycol diacrylat C(C=C)(=O)OCCCCCOC(C=C)=O